ClC1=C2C(=NC(=N1)Cl)N(N=C2)C2=CC=C(C=C2)F 4,6-dichloro-1-(4-fluorophenyl)-1H-pyrazolo[3,4-d]pyrimidine